ClC1=C(C=CC(=N1)N1CCC(CCC1)(F)F)C(F)(F)F 1-(6-chloro-5-(trifluoromethyl)pyridin-2-yl)-4,4-difluoroazepan